9-((3-methylbenzylidene)amino)-2-morpholino-N-(pyridin-3-yl)-9H-purin-6-amine CC=1C=C(C=NN2C3=NC(=NC(=C3N=C2)NC=2C=NC=CC2)N2CCOCC2)C=CC1